C1OCCN2C1=NN1C(C2)CCC=C1 HEXAHYDRO[1,4]OXAZINO[3,4-C]PYRIDO[2,1-F][1,2,4]TRIAZINE